cis-N-(3-(4-fluoro-2H-1,2,3-triazol-2-yl)-4-(trifluoromethyl)phenyl)-3-methyl-1-(5-methyl-1,3,4-oxadiazol-2-yl)-6-azabicyclo[3.1.1]heptane-6-carboxamide FC1=NN(N=C1)C=1C=C(C=CC1C(F)(F)F)NC(=O)N1C2CC(CC1(C2)C=2OC(=NN2)C)C